BrC1=C(C=CC(=C1)F)SC 2-Bromo-4-fluoro-1-methylsulfanyl-benzene